8-Methyl-2-[(6-methylpyridin-2-yl)methyl]-N-[2-(pyrrolidin-1-yl)ethyl]-4,5-dihydro-2H-furo[2,3-g]indazol-7-carboxamid CC1=C(OC=2CCC3=CN(N=C3C21)CC2=NC(=CC=C2)C)C(=O)NCCN2CCCC2